(2R,4aS,6aS,9S,12bR,14aS,14bR)-9-methoxy-2,4a,6a,9,12b,14a-hexamethyl-10,11-dioxo-1,2,3,4,4a,5,6,6a,9,10,11,12b,13,14,14a,14b-hexadecahydropicene-2-carboxylic acid methyl ester COC(=O)[C@]1(C[C@H]2[C@@]3(CC[C@]4(C5=CC(C([C@@](C5=CC=C4[C@]3(CC[C@]2(CC1)C)C)(C)OC)=O)=O)C)C)C